C(C=C)OC=1N=C(C=2N=CN([C@H]3[C@H](O)[C@H](O)[C@@H](C(O)C(=O)[O-])O3)C2N1)O.[Ca+2].C(C=C)OC=1N=C(C=2N=CN([C@H]3[C@H](O)[C@H](O)[C@@H](C(O)C(=O)[O-])O3)C2N1)O Calcium 2-allyloxy-5'-inosinate